NC=1C(=NC(=CN1)C1=CC=C(C=C1)S(=O)(=O)C(CC(CCCCCCO)OC1OCCCC1)(C)C)C(=O)NC=1C(=C(C=CC1)CNC(OC(C)(C)C)=O)O tert-butyl N-[[3-[[3-amino-6-[4-(9-hydroxy-1,1-dimethyl-3-tetrahydropyran-2-yloxynonyl)sulfonylphenyl]pyrazine-2-carbonyl]amino]-2-hydroxy-phenyl]methyl]carbamate